9-(((2S,3R)-3-ethyl-5-oxopyrrolidin-2-yl)methoxy)-7-fluoro-5a,9a-dihydroimidazo[1,2-a]quinoline-4-carboxamide C(C)[C@H]1[C@H](NC(C1)=O)COC1=CC(=CC2C=C(C=3N(C12)C=CN3)C(=O)N)F